BrC1=CC(=CC(=N1)N1[C@H](COCC1)CC)C1(CCNCC1)S(=O)(=O)C (S)-4-(6-bromo-4-(4-(methylsulfonyl)piperidin-4-yl)pyridin-2-yl)-3-ethylmorpholine